3,4-dimethyl-pyridine CC=1C=NC=CC1C